N-benzyl-N,N-bis(2-chloroethyl)amine hydrochloride Cl.C(C1=CC=CC=C1)N(CCCl)CCCl